ClC=1N=C2C(=C(C(N(C2=CC1)C)=O)C#N)N(C)[C@@H]1CC[C@@H](CC1)N(C1=C(C=C(C=C1)F)F)C1CC1 cis-6-chloro-4-((4-(cyclopropyl(2,4-difluorophenyl)amino)cyclohexyl)(methyl)amino)-1-methyl-2-oxo-1,2-dihydro-1,5-naphthyridine-3-carbonitrile